1-[(1,3-oxazol-2-yl)methyl]-1H-1,3-benzodiazole-6-carboxylic acid O1C(=NC=C1)CN1C=NC2=C1C=C(C=C2)C(=O)O